C(C)(C)(C)OC(=O)NC1CC2=C(SC(=C2Cl)C(=O)O)CC1 5-((tert-butoxycarbonyl)amino)-3-chloro-4,5,6,7-tetrahydrobenzo[b]thiophene-2-carboxylic acid